NCCC1=CC=C(C=C1)F 2-amino-1-(4-fluorophenyl)ethane